FC=1C(=C2C(=NC1NC1=NC(=C(C(=C1)NC)F)C)CCO2)C=2C[C@H](CNCC2)O |r| rac-(3R)-5-[6-fluoro-5-[[5-fluoro-6-methyl-4-(methylamino)-2-pyridyl]amino]-2,3-dihydrofuro[3,2-b]pyridin-7-yl]-2,3,4,7-tetrahydro-1H-azepin-3-ol